5-chloro-N-((1r,4r)-4-((2-oxo-3-(1H-pyrrolo[2,3-b]pyridin-5-yl)-2,3-dihydro-1H-benzo[d]imidazol-1-yl)methyl)cyclohexyl)-2-(trifluoromethyl)nicotinamide ClC=1C=NC(=C(C(=O)NC2CCC(CC2)CN2C(N(C3=C2C=CC=C3)C=3C=C2C(=NC3)NC=C2)=O)C1)C(F)(F)F